2-(3-(trifluoromethyl)-1H-pyrazol-1-yl)ethan-1-one FC(C1=NN(C=C1)CC=O)(F)F